C(C)(C)N1N=NC2=C(C=C3C=NC(=NC3=C21)OC)C=O 1-Isopropyl-8-methoxy-1H-[1,2,3]triazolo[4,5-h]quinazoline-4-carbaldehyde